[2-(4-formylcyclohexyl)-6-methoxy-indazol-5-yl]-6-(trifluoromethyl)pyridine C(=O)C1CCC(CC1)N1N=C2C=C(C(=CC2=C1)C1=NC(=CC=C1)C(F)(F)F)OC